N4-(cyclopropylmethyl)-N2-(2-methoxy-4-((4-morpholino-piperidin-1-yl)sulfonyl)phenyl)-7H-pyrrolo[2,3-d]pyrimidine-2,4-diamine C1(CC1)CNC=1C2=C(N=C(N1)NC1=C(C=C(C=C1)S(=O)(=O)N1CCC(CC1)N1CCOCC1)OC)NC=C2